ClC=1C=CC=2N=CN=C(C2N1)NCC 6-chloro-N-ethylpyrido[3,2-d]pyrimidin-4-amine